CC=1C=C(N)C=CC1OC1=CC=2N(C=N1)C=NN2 3-methyl-4-([1,2,4]triazolo[4,3-c]pyrimidin-7-yloxy)aniline